2-(3,5-dichlorophenyl)-4-[[phenylmethylsulfonyl]oxy]-5-amino-3(2H)-furanone ClC=1C=C(C=C(C1)Cl)C1OC(=C(C1=O)OS(=O)(=O)CC1=CC=CC=C1)N